C1(=CC=C(C=C1)NC(CCCCCCC(=O)NO)=O)NC(CCCCCCC(=O)NO)=O N1,N1'-(1,4-Phenylene)bis(N8-hydroxyoctanediamide)